N(=C=S)C1=CC=C(C=C1)C=1NC2=CC=CC=C2C1C(C[N+](=O)[O-])C1=CC=C(C=C1)N=C=S 2-(4-isothiocyanatophenyl)-3-(1-(4-isothiocyanatophenyl)-2-nitroethyl)-1H-indole